BrC1=CC=C(/C=C/C2=CC=C(N(C3=CC=C(C=C3)OC)C3=CC=C(C=C3)\C=C\C3=CC=C(C=C3)Br)C=C2)C=C1 4-((E)-4-bromostyryl)-N-(4-((E)-4-bromostyryl)phenyl)-N-(4-methoxyphenyl)aniline